4-epoxycyclohexyl α-ethylacrylate C(C)C(C(=O)OC1CC2C(CC1)O2)=C